CC1=CC=CC=2N=CSC21 7-methyl-1,3-benzothiazole